COC(C1=CC(=C(C=C1)OC)C(C#N)C=1N=NC(=CC1)Cl)=O 3-[(6-chloropyridazin-3-yl)-cyano-methyl]-4-methoxybenzoic acid methyl ester